C(C(C)C)N(C1CCN(CC1)C(=O)N1CC(C2=NC(=CC=C21)C)(C)C)C (4-(isobutyl(methyl)amino)piperidin-1-yl)(3,3,5-trimethyl-2,3-dihydro-1H-pyrrolo[3,2-b]pyridin-1-yl)methanone